4-(2-(4-(2-Methoxyethyl)piperazin-1-yl)pyridin-3-yl)-4,5-dihydropyrrolo[1,2-a]quinoxaline COCCN1CCN(CC1)C1=NC=CC=C1C1C=2N(C3=CC=CC=C3N1)C=CC2